1,3,5-tris(p-hydroxyphenyl)benzene OC1=CC=C(C=C1)C1=CC(=CC(=C1)C1=CC=C(C=C1)O)C1=CC=C(C=C1)O